FC1=C(C=CC2=C1CNS2(=O)=O)NC2=NNC(=C2)C2CC(CC2)N2C(NC(C2)(C)C)=O 1-(3-(3-((4-fluoro-1,1-dioxido-2,3-dihydrobenzo[d]isothiazol-5-yl)amino)-1H-pyrazol-5-yl)cyclopentyl)-4,4-dimethylimidazolidin-2-one